3-fluoro-5-methyl-2-(5-methyl-3-((3aS,7aR)-6-methyloctahydro-1H-pyrrolo[2,3-c]pyridin-1-yl)-1,2,4-triazin-6-yl)phenol FC=1C(=C(C=C(C1)C)O)C1=C(N=C(N=N1)N1CC[C@H]2[C@@H]1CN(CC2)C)C